[Br-].C1=CC=CC=2C(C3=CC=CC=C3C(C12)=O)=O anthraquinone bromide